tert-butyl (S)-(1-(2-cyano-4,4-difluoropyrrolidine-1-carbonyl)cyclopropyl)carbamate C(#N)[C@H]1N(CC(C1)(F)F)C(=O)C1(CC1)NC(OC(C)(C)C)=O